NC1=NC=NN2C1=C(C=C2C=2C=C(C(=NC2C)C)C(=O)N[C@@H]2CN(C[C@@H]2F)C(=O)C2=C(C=NC=C2)F)C(F)(F)F 5-[4-amino-5-(trifluoromethyl)pyrrolo[2,1-f][1,2,4]triazin-7-yl]-N-[(3R,4S)-4-fluoro-1-(3-fluoropyridine-4-carbonyl)pyrrolidin-3-yl]-2,6-dimethylpyridine-3-carboxamide